ethyl-tin tristearate C(CCCCCCCCCCCCCCCCC)(=O)[O-].C(CCCCCCCCCCCCCCCCC)(=O)[O-].C(CCCCCCCCCCCCCCCCC)(=O)[O-].C(C)[Sn+3]